FC(C=1C=C2C(=NC1)NC(=N2)C2(CCC2)C=2N=C1CCC=NC1=CC2)(F)F 6-(1-(6-(trifluoromethyl)-3H-imidazo[4,5-b]pyridin-2-yl)cyclobutyl)-3,4-dihydro-1,5-naphthyridin